1-CYCLOHEXYLVINYLBORONIC ACID C1(CCCCC1)C(=C)B(O)O